FC=1C=C(C=C(C1)F)[C@H]1N(OCC1)C(=O)[C@@H]1C[C@@H](C1)O [(3S)-3-(3,5-difluorophenyl)isoxazolidin-2-yl]-(cis-3-hydroxycyclobutyl)methanone